FCCCNC(=O)NS(=O)(=O)C=1SC(=CC1C1=CC=C(C=C1)CN1C(=NC=C1)C)CC(C)C 1-(3-Fluoropropyl)-3-(5-isobutyl-3-{p-[(2-methyl-1H-imidazol-1-yl)methyl]phenyl}-2-thienylsulfonyl)urea